ClC1=C(C(=O)NC=2OC=NN2)C=CC(=C1[S@](=O)C)C(F)(F)F |r| 2-chloro-N-(1,3,4-oxadiazol-2-yl)-3-[(rac)-methylsulfinyl]-4-(trifluoromethyl)benzamide